BrC=1C=C(C=C(C1OC=1C2=C(N=CN1)NC=C2)Br)N2N=C(C(NC2=O)=O)C#N 2-(3,5-Dibromo-4-((7H-pyrrolo[2,3-d]pyrimidin-4-yl)oxy)-phenyl)-3,5-dioxo-2,3,4,5-tetrahydro-[1,2,4]triazine-6-carbonitrile